(2R,4R)-4-amino-8-(5-((2-amino-3-chloropyridin-4-yl)thio)pyrazin-2-yl)-8-azaspiro[4.5]decan-2-ol N[C@@H]1C[C@@H](CC12CCN(CC2)C2=NC=C(N=C2)SC2=C(C(=NC=C2)N)Cl)O